2,4-difluoro-3-[1-(5-phenyl-1-[[2-(trimethylsilyl)ethoxy]methyl]imidazol-2-yl)imidazo[1,5-a]pyrazin-6-yl]aniline FC1=C(N)C=CC(=C1C=1N=CC=2N(C1)C=NC2C=2N(C(=CN2)C2=CC=CC=C2)COCC[Si](C)(C)C)F